6-Fluoro-5-nitroquinoline FC=1C(=C2C=CC=NC2=CC1)[N+](=O)[O-]